CC1=CC2=C(C3=CC=CC=C3C=C2C=C1)OCCCC 2-methyl-9-(n-butyloxy)anthracene